(R)-1-fluoro-2-hydroxy-10-methyl-9,10,11,12-tetrahydro-8H-pyrazolo[1'',5'':1',2']pyrido[3',4':4,5]thieno[3,2-e][1,4]diazepin-8-one FC=1C(=NN2C1C1=C(SC3=C1NC[C@H](NC3=O)C)C=C2)O